(5-(ethyl(phenyl)amino)-[1,2,4]triazolo[4,3-a]quinazolin-8-yl)methanol C(C)N(C1=NC=2N(C3=CC(=CC=C13)CO)C=NN2)C2=CC=CC=C2